7-(1-(2-Chloro-4-(5-(difluoromethyl)-1,3,4-oxadiazol-2-yl)benzyl)-1H-1,2,3-triazol-4-yl)quinazolin-4-amine ClC1=C(CN2N=NC(=C2)C2=CC=C3C(=NC=NC3=C2)N)C=CC(=C1)C=1OC(=NN1)C(F)F